2-(7-(4-chlorophenyl)-9-(pyridin-2-yl)-5,6-dihydrobenzo[h]quinolin-2-yl)phenol ClC1=CC=C(C=C1)C1=CC(=CC2=C1CCC=1C=CC(=NC21)C2=C(C=CC=C2)O)C2=NC=CC=C2